(Z)-7-dodecene-4-olide C1(CCC(CC\C=C/CCCC)O1)=O